5-azolin N=1CCCC1